C(#N)CC1(CN(C1)C1CCN(CC1)C(=O)C=1C=C(C#N)C=C(C1)F)N1N=CC(=C1)C=1C2=C(N=CN1)NC=C2 3-[(4-{3-(cyanomethyl)-3-[4-(7H-pyrrolo[2,3-d]pyrimidin-4-yl)-1H-pyrazol-1-yl]azetidin-1-yl}piperidin-1-yl)carbonyl]-5-fluorobenzonitrile